NC1=C(C=C(C=N1)NC(C(=O)N1C(CCC(C1)C)C=1C=C2CNC(C2=CC1)=O)=O)CC N-(6-amino-5-ethylpyridin-3-yl)-2-(5-methyl-2-(1-oxoisoindolin-5-yl)piperidin-1-yl)-2-oxoacetamide